sulfonyl-borane S(=O)(=O)=B